C(=O)[O-].C1(CCCCC1)P(C1CCCCC1)C1CCCCC1.C1(CCCCC1)P(C1CCCCC1)C1CCCCC1.[Pd+2].C(=O)[O-] palladium bis(tricyclohexylphosphine) formate